8-(1-benzyl-1H-imidazol-4-yl)-2,3-dihydro-benzo[1,4]dioxin C(C1=CC=CC=C1)N1C=NC(=C1)C1=CC=CC2=C1OCCO2